1-heneicosanoyl-2-decanoyl-sn-glycero-3-phosphocholine C(CCCCCCCCCCCCCCCCCCCC)(=O)OC[C@@H](OC(CCCCCCCCC)=O)COP(=O)([O-])OCC[N+](C)(C)C